CC1(C=2C=CC(=CC2C(CC1)(C)C)C#CC1=CC=C(C(=O)O)C=C1)C 4-[2-(5,6,7,8-Tetrahydro-5,5,8,8-tetramethyl-2-naphthalenyl)ethynyl]-benzoic acid